2-((5-(6-(2,3-dihydroxypropionyl)-2,6-diazaspiro[3.3]heptan-2-yl)-2-ethyl-6-methylpyrazolo[1,5-a]pyridin-3-yl)(methyl)amino)-4-(4-fluorophenyl)thiazole-5-carbonitrile OC(C(=O)N1CC2(CN(C2)C2=CC=3N(C=C2C)N=C(C3N(C=3SC(=C(N3)C3=CC=C(C=C3)F)C#N)C)CC)C1)CO